3-(7-(2-(4-(4-(4-((1R,2S)-6-hydroxy-2-phenyl-1,2,3,4-tetrahydronaphthalen-1-yl)phenoxy)butyl)piperazin-1-yl)-2-oxoethoxy)-1-methyl-1H-indazol-3-yl)piperidine-2,6-dione OC=1C=C2CC[C@@H]([C@@H](C2=CC1)C1=CC=C(OCCCCN2CCN(CC2)C(COC=2C=CC=C3C(=NN(C23)C)C2C(NC(CC2)=O)=O)=O)C=C1)C1=CC=CC=C1